N,N'-bis(dimethylaminomethyl)thiourea CN(C)CNC(=S)NCN(C)C